C[C@H](CCC(=O)O)[C@H]1CC[C@@H]2[C@@]1(CC[C@H]3[C@H]2CC[C@H]4[C@@]3(CC[C@H](C4)O)C)C The molecule is a monohydroxy-5beta-cholanic acid with a alpha-hydroxy substituent at position 3. It is a bile acid obtained from chenodeoxycholic acid by bacterial action. It has a role as a human metabolite and a mouse metabolite. It is a bile acid, a monohydroxy-5beta-cholanic acid and a C24-steroid. It is a conjugate acid of a lithocholate.